ClC1=NC(=C(C(=N1)N1[C@H](CN(CC1)C(=O)OC(C)(C)C)C)[N+](=O)[O-])CC1(CCCC2=CC=CC=C12)C(=O)OC tert-butyl (3S)-4-(2-chloro-6-((1-(methoxycarbonyl)-1,2,3,4-tetrahydronaphthalen-1-yl) methyl)-5-nitropyrimidin-4-yl)-3-methylpiperazine-1-carboxylate